ClC1=C(C=C2CCN(C2=C1)C1=NC=NC2=CC=C(C=C12)C=1C=C(C(=NC1)C)C(CC)O)F 1-[5-[4-(6-chloro-5-fluoro-indolin-1-yl)quinazolin-6-yl]-2-methyl-3-pyridyl]propan-1-ol